O1COC2=C1C=CC(=C2)C2C1=C3CCC(C=C3CC[C@H]1[C@@H]1CCC([C@@]1(C)C2)(C#CC)O)=O 11-(1,3-benzodioxol-5-yl)-17-hydroxy-17-(1-propynyl)estra-4,9-dien-3-one